5-(4-chloro-3-fluorophenyl)-7,7-dimethyl-4,5,6,7-tetrahydrothiazolo[5,4-c]pyridine-2-carboxylic acid ClC1=C(C=C(C=C1)N1CC2=C(C(C1)(C)C)N=C(S2)C(=O)O)F